ClC1=CC=C2C(=C(C(N(C2=C1)C1=CC=CC=C1)=O)[N+](=O)[O-])O 7-chloro-4-hydroxy-3-nitro-1-phenylquinolin-2(1H)-one